C(C)(C)(C)C1N(CCN(C1)C1=NC=CC(=C1)C=1C(=C(C=CC1)C1=CC(=C(C=C1)NC(C)=O)F)OC)C(=O)O.OCC([C@H]1CC[C@H]2[C@@H]3CCC4CCCC[C@]4(C)[C@H]3CC[C@]12C)=O hydroxypregnan-20-one tert-butyl-4-(4-(4'-acetamido-3'-fluoro-2-methoxy-[1,1'-biphenyl]-3-yl)pyridin-2-yl)piperazine-1-carboxylate